N-(tetrahydro-2H-pyran-4-yl)-1H-pyrrolo[3,2-c]Pyridin-6-amine O1CCC(CC1)NC1=CC2=C(C=N1)C=CN2